(2s,3s,4s)-5-chloro-2-(((((trans)-4-hydroxy-4-methylcyclohexyl)amino)methyl)-3-methyl-2-phenyl-2,3-dihydrobenzofuran-4-yl)-4-(difluoromethoxy)-3-fluorobenzamide ClC=1C(=C(C(=C(C(=O)N)C1)C1=CC=CC2=C1[C@@H]([C@](O2)(C2=CC=CC=C2)CNC2CCC(CC2)(C)O)C)F)OC(F)F